1-aminopropyl-tributyl-phosphine tetrazolium salt [NH+]=1NN=NC1.NC(CC)C(CCC)P(CCCC)CCCC